C(C)N1N=C2N=C(C=NC2=C1)N[C@@H](C)C=1C=C(C=CC1F)NC(C1=CN=C(C(=C1)C(F)(F)F)N1CCN(CC1)C)=O (S)-N-(3-(1-((2-ethyl-2H-pyrazolo[3,4-b]pyrazin-6-yl)amino)ethyl)-4-fluorophenyl)-6-(4-methylpiperazin-1-yl)-5-(trifluoromethyl)nicotinamide